ethyl 2-(4-acetyl-2-((7-(2-(aminomethyl)-3-fluoropyridin-4-yl)-3-(trifluoromethyl)benzofuran-5-yl)methoxy)phenyl)acetate C(C)(=O)C1=CC(=C(C=C1)CC(=O)OCC)OCC=1C=C(C2=C(C(=CO2)C(F)(F)F)C1)C1=C(C(=NC=C1)CN)F